C(=S)SNN hydrazino dithioformate